3-(4-(aminomethyl)phenyl)-6-((1-(2-fluoro-4-(1H-tetrazol-5-yl)benzyl)-4-hydroxypiperidin-4-yl)methyl)-2-methyl-2,6-dihydro-7H-pyrazolo[4,3-d]pyrimidin-7-one dihydrochloride Cl.Cl.NCC1=CC=C(C=C1)C=1N(N=C2C1N=CN(C2=O)CC2(CCN(CC2)CC2=C(C=C(C=C2)C2=NN=NN2)F)O)C